C(C)N(C1=CC(=CC(=C1)SC1=CC=C(C=C1)C)I)CC N,N-diethyl-3-iodo-5-(p-tolylthio)aniline